2-(1H-imidazol-1-yl)-N-(4-methyltetrahydro-2H-pyran-4-yl)-5H-pyrrolo[3,2-d]pyrimidine-4-carboxamide N1(C=NC=C1)C=1N=C(C2=C(N1)C=CN2)C(=O)NC2(CCOCC2)C